1-hexyl-3-butyl-pyridinium chloride [Cl-].C(CCCCC)[N+]1=CC(=CC=C1)CCCC